5-chloronaphthalen ClC1=C2C=CC=CC2=CC=C1